2-Chloro-6-((2S,5R)-5-ethyl-2-methyl-4-(4-(trifluoromethyl)benzyl)piperazin-1-yl)-8-methyl-9-(((S)-tetrahydrofuran-2-yl)methyl)-9H-purine ClC1=NC(=C2N=C(N(C2=N1)C[C@H]1OCCC1)C)N1[C@H](CN([C@@H](C1)CC)CC1=CC=C(C=C1)C(F)(F)F)C